N-(2-amino-4-bromo-3-fluoro-6-methoxyphenyl)benzamide NC1=C(C(=CC(=C1F)Br)OC)NC(C1=CC=CC=C1)=O